5-amino-2-chloro-3-fluoro-N-(2-oxobutyl)benzamide NC=1C=C(C(=C(C(=O)NCC(CC)=O)C1)Cl)F